ClC1=C(C=C(C=C1N1CC2(CS(C2)(=O)=O)C1)F)C(=O)N1[C@@H](C=2C(CC1)=C(N(N2)C)C2=CC(=CC(=C2)F)F)C [2-Chloro-3-(2,2-dioxo-2λ6-thia-6-azaspiro[3.3]heptan-6-yl)-5-fluoro-phenyl]-[(7R)-3-(3,5-difluorophenyl)-2,7-dimethyl-5,7-dihydro-4H-pyrazolo[3,4-c]pyridin-6-yl]methanone